CS1(NC2=C(C1)C=CC(=C2)C(=O)OC)=O Methyl 2-methyl-2-oxo-3H-2,1-benzothiazole-6-carboxylate